[2,6-bis(2,6-dimethoxyphenyl)phenyl]-di-t-butylphosphine COC1=C(C(=CC=C1)OC)C1=C(C(=CC=C1)C1=C(C=CC=C1OC)OC)P(C(C)(C)C)C(C)(C)C